FC1=CC=C(C=C1)[C@H](C)NC1=NC(=CC(=N1)N(CC)CCO)NC1=NC=CN=C1 (S)-2-({2-[1-(4-fluorophenyl)ethylamino]-6-(pyrazin-2-ylamino)pyrimidin-4-yl}(2-hydroxyethyl)amino)ethane